C1(CC1)C=1C=CC(=C(C1)NC(=O)C=1OC(=CC1)C1CCOCC1)N1CC[C@@](CCC1)(C)O (S)-N-(5-cyclopropyl-2-(4-hydroxy-4-methylazepan-1-yl)phenyl)-5-(tetrahydro-2H-pyran-4-yl)furan-2-carboxamide